tert-Butyl N-(5-oxo-1,4,6,7-tetrahydroimidazo[4,5-b]pyridin-6-yl)carbamate O=C1C(CC2=C(N1)N=CN2)NC(OC(C)(C)C)=O